1-[(5-Nitrofuran-2-yl)methyl]-4-{[4-(tert-butyl)phenyl]}piperazine [N+](=O)([O-])C1=CC=C(O1)CN1CCN(CC1)C1=CC=C(C=C1)C(C)(C)C